C(C=C)OC1=C(C=C(C(=O)OC)C=C1)COS(=O)(=O)C methyl 4-allyloxy-3-(methylsulfonyloxymethyl)benzoate